4-Ethylpiperazin C(C)N1CCNCC1